1-(5-(4-morpholino(trifluoromethyl)benzyl)octahydropyrrolo[3,4-c]pyrrole-2-carbonyl)-1H-pyrazole-3-carboxamide O1CCN(CC1)C1=CC=C(C(N2CC3C(C2)CN(C3)C(=O)N3N=C(C=C3)C(=O)N)C(F)(F)F)C=C1